IC=1C=NN(C1)C1(CC1)C#N (4-iodopyrazol-1-yl)cyclopropane-1-carbonitrile